C(C1=CC(OC)=C(O)C=C1)(=O)OCCCCCCCC Octyl vanillate